OC=1C=C2C(=C(NC2=CC1)C)C=O 5-HYDROXY-2-METHYL-1H-INDOLE-3-CARBALDEHYDE